3-(4-butoxyphenyl)-1,5-dimethyl-pyrazol-4-ol C(CCC)OC1=CC=C(C=C1)C1=NN(C(=C1O)C)C